COC=1C=NC(=NC1)NC1CCC(CC1)OC1=C2C=C(C=NC2=CC(=N1)N1CCOCC1)NS(=O)(=O)C N-(5-(((1s,4s)-4-((5-methoxypyrimidin-2-yl)amino)cyclohexyl)oxy)-7-morpholino-1,6-naphthyridin-3-yl)methanesulfonamide